trans-2,3-dimethyl-acrylic acid CC(C(=O)O)=CC